tert-butyl 2-[1-[3-(2,6-dioxo-3-piperidyl)-1-methyl-indazol-6-yl]-4-hydroxy-4-piperidyl]acetate O=C1NC(CCC1C1=NN(C2=CC(=CC=C12)N1CCC(CC1)(O)CC(=O)OC(C)(C)C)C)=O